1,4-di(β-hydroxyethoxy)benzene OCCOC1=CC=C(C=C1)OCCO